CS(=O)(=O)OC[C@H](O)C1=CC=C(C=C1)NC1=NC=C2C(=N1)N(N(C2=O)CC=C)C2=CC=C1C(=N2)[C@@](CC1)(O)CC (R)-2-(4-((2-allyl-1-((R)-7-ethyl-7-hydroxy-6,7-dihydro-5H-cyclopenta[b]pyridin-2-yl)-3-oxo-2,3-dihydro-1H-pyrazolo[3,4-d]pyrimidin-6-yl)amino)phenyl)-2-hydroxyethyl methanesulfonate